N1(C=NC=C1)C(N1C=NC=C1)C=1SC=CC1 di(imidazol-1-yl)methylthiophene